(2s,5r)-pyrrolidine-2,5-dicarboxylic acid diethyl ester C(C)OC(=O)[C@H]1N[C@H](CC1)C(=O)OCC